(3S,4aS,8aS)-2-[(R)-3-benzylamino-2-hydroxypropyl]decahydroisoquinoline C(C1=CC=CC=C1)NC[C@H](CN1C[C@H]2CCCC[C@H]2CC1)O